COC1=C(C(=CC=C1)OC)C1=CC=CC=C1 2',6'-Dimethoxy-1,1'-biphenyl